C(CCCCCCC)C(C(=O)O)(CCCCCCCCCCCC)CCCCCCCCCCCC.C(CCCCCCCCCCCCC)(=O)OC(CCCCCCCCCCC)CCCCCCCC Octyldodecyl myristate (Octyldodecyl myristate)